S1C(=CC=C1)C=CC1=C(C=NC2=CC=CC=C12)C(=O)OCC ethyl 4-(2-(thiophen-2-yl)-vinyl)-quinoline-3-carboxylate